[C@H]12[C@H](C[C@H](CC1)N2)O |r| (±)-(1R,2S,4S)-7-azabicyclo[2.2.1]heptan-2-ol